C(=O)(OC(C)(C)C)N[C@@H](CO)C(=O)O N-BOC-L-serine